2-((R)-1-(1-(3-isopropyl-1,2,4-oxadiazol-5-yl)piperidin-4-yl)ethoxy)-5-(6-(cyclopropylsulfonyl)pyridin-3-yl)thiazolo[5,4-b]pyridin C(C)(C)C1=NOC(=N1)N1CCC(CC1)[C@@H](C)OC=1SC2=NC(=CC=C2N1)C=1C=NC(=CC1)S(=O)(=O)C1CC1